OP(O)(=O)OP(=O)(O)OP(=O)(O)O.C(CCCCCC)CC(COC(C)CO)O heptyl-dipropylene glycol triphosphate